tert-butyl 2'-(2-chloro-5-fluoropyrimidin-4-yl)-4'-oxospiro[cyclopropane-1,6'-thieno[2,3-c]pyrrole]-5'(4'H)-carboxylate ClC1=NC=C(C(=N1)C1=CC2=C(C3(N(C2=O)C(=O)OC(C)(C)C)CC3)S1)F